5-(2-(4-(methoxymethyl)bicyclo[2.2.1]heptan-1-yl)ethyl)-1-methyl-4,5,6,7-tetrahydro-1H-imidazo[4,5-c]pyridine-2-carboxamide COCC12CCC(CC1)(C2)CCN2CC1=C(CC2)N(C(=N1)C(=O)N)C